(S)-7-(azetidin-1-ylsulfonyl)-5-bromo-2-(1-cyclopropylethyl)isoindolin-1-one N1(CCC1)S(=O)(=O)C=1C=C(C=C2CN(C(C12)=O)[C@@H](C)C1CC1)Br